C1(=CC=C(C=C1)NC(=NC1=CC=C(C=C1)C)NC1=CC=C(C=C1)C)C 1,2,3-tri-p-tolylguanidine